rac-(2r,5r)-5-(4-bromophenyl)-2-(trifluoromethyl)morpholine-4-carboxylic acid tert-butyl ester C(C)(C)(C)OC(=O)N1C[C@@H](OC[C@H]1C1=CC=C(C=C1)Br)C(F)(F)F |r|